C(C1=CC=CC=C1)OC(=O)N[C@@H]1CC(CC1)(C(=O)OCC)C(=O)OCC Diethyl (3S)-3-(benzyloxycarbonylamino)cyclopentane-1,1-dicarboxylate